3-(tert-butyl)-7-chloro-3-hydroxy-1-methylindolin-2-one C(C)(C)(C)C1(C(N(C2=C(C=CC=C12)Cl)C)=O)O